NCC=1C=C(C=CC1)C=1N=C(N2C1SC=C2)C2=CC=C(C(=O)O)C=C2 4-(7-(3-(aminomethyl)phenyl)imidazo[5,1-b]thiazol-5-yl)benzoic acid